C(C1=CC=CC=C1)(=O)N1CCN(CC1)CCNC=C1C(CC(CC1=O)C1=CC=CC=C1)=O 2-(((2-(4-benzoylpiperazin-1-yl)ethyl)amino)methylene)-5-phenylcyclohexane-1,3-dione